2-((1s,3s)-3-(5-(1-azido-3,3-difluorocyclobutyl)pyridin-2-yl)cyclobutyl)-N-(3,4-dimethylbenzyl)-7-methoxy-[1,2,4]triazolo[1,5-c]quinazolin-5-amine N(=[N+]=[N-])C1(CC(C1)(F)F)C=1C=CC(=NC1)C1CC(C1)C1=NN2C(=NC=3C(=CC=CC3C2=N1)OC)NCC1=CC(=C(C=C1)C)C